C1(CC1)N1C=C(C(C2=CC(=C(C(=C12)OC)N1C[C@H]2N(CCC[C@H]2C1)CC1=CC=CC2=CC=CC=C12)F)=O)C(=O)O 1-cyclopropyl-6-fluoro-8-methoxy-7-((4aS,7aS)-1-(naphthalen-1-ylmethyl)octahydro-6H-pyrrolo[3,4-b]pyridin-6-yl)-4-oxo-1,4-dihydroquinoline-3-carboxylic acid